4-{2-{[4-(4-fluorophenyl)thiazol-2-yl]oxy}ethyl}morpholine FC1=CC=C(C=C1)C=1N=C(SC1)OCCN1CCOCC1